C1(CCC1)N1C(=NC2=C1C=C(C=C2)C(=O)NCCCN(C)C)C2=CC(=CC(=C2)F)F 1-cyclobutyl-2-(3,5-difluorophenyl)-N-(3-(dimethylamino)propyl)-1H-benzo[d]imidazole-6-carboxamide